methyl 1-[6-(5-chloro-2-fluorophenyl)-4-({2-[3-(4-methylpiperazin-1-yl)propanamido]pyridin-4-yl}amino)pyridazin-3-yl]azetidine-3-carboxylate ClC=1C=CC(=C(C1)C1=CC(=C(N=N1)N1CC(C1)C(=O)OC)NC1=CC(=NC=C1)NC(CCN1CCN(CC1)C)=O)F